10-(p-chlorophenyl)-2,10-dihydro-3-(p-chlorophenyl-amino)-2-isopropyliminophenazine ClC1=CC=C(C=C1)N1C2=CC=CC=C2N=C2C=C(C(C=C12)=NC(C)C)NC1=CC=C(C=C1)Cl